FC1=C(C=CC(=C1)F)[C@@H]([C@H](C)OC([C@@H](NC(=O)C1=NC=CC(=C1OCOC(C(C)C)=O)OC)C)=O)C(C)C N-({3-[(isobutyryloxy)methoxy]-4-methoxypyridin-2-yl}carbonyl)-L-alanine (2S,3S)-3-(2,4-difluorophenyl)-4-methylpentane-2-yl ester